C(C)(C)C1=C(C=CC=C1)N1/C(/SCC1=O)=N/C(OCC(C1=CC=C(C=C1)C1=NN(C=N1)C1=CC=C(C=C1)OC(C(F)(F)F)(F)F)F)=O 2-Fluoro-2-(4-(1-(4-(perfluoroethoxy)phenyl)-1H-1,2,4-triazol-3-yl)phenyl)ethyl (Z)-(3-(2-isopropylphenyl)-4-oxothiazolidin-2-ylidene)carbamate